C12COCC(N1C(=O)O[C@H]1C[C@H](CC1)C1=CC(=NN1)NC(COC1=C(C(=CC(=C1)OC)O)/C=N/C(C)C)=O)C2 (1R,3S)-3-(3-(2-(3-hydroxy-2-((E)-(isopropylimino)methyl)-5-methoxyphenoxy)acetamido)-1H-pyrazol-5-yl)cyclopentyl 3-oxa-6-azabicyclo[3.1.1]heptane-6-carboxylate